C(CCCCCCCCC\C=C\CCCCCC)O (E)-11-octadecenol